FC(S(=O)(=O)OC1=NC(=CC=2N1C=CC2)C(=O)OC)(F)F methyl 1-(((trifluoromethyl)sulfonyl)oxy)pyrrolo[1,2-c]pyrimidine-3-carboxylate